FC1=C(C=CC(=C1)F)[C@H](C)NC(CN1N=CC2=C(C1=O)C=CS2)=O (S)-N-(1-(2,4-difluorophenyl)ethyl)-2-(4-oxothieno[2,3-d]pyridazin-5(4H)yl)acetamide